N-(2,2'-dichloro-3'-(5-(((R)-3-hydroxypyrrolidin-1-yl)methyl)picolinamido)-[1,1'-biphenyl]-3-yl)-4-((2-hydroxyethyl)amino)-4,5,6,7-tetrahydropyrazolo[1,5-a]pyridine-2-carboxamide ClC1=C(C=CC=C1NC(=O)C1=NN2C(C(CCC2)NCCO)=C1)C1=C(C(=CC=C1)NC(C1=NC=C(C=C1)CN1C[C@@H](CC1)O)=O)Cl